BrC=1C=NC(=NC1)NC(C(=O)O)CCN(CCCCC1=NC=2NCCCC2C=C1)CC(COC)F 2-((5-bromopyrimidin-2-yl)amino)-4-((2-fluoro-3-methoxypropyl)(4-(5,6,7,8-tetrahydro-1,8-naphthyridin-2-yl)butyl)amino)butanoic acid